FC=1C=C2C(=CNC2=CC1F)NC1=NC2=C(N1NC)C=CC(=C2)C(F)(F)F N2-(5,6-difluoro-1H-indol-3-yl)-N1-methyl-5-(trifluoromethyl)-1H-benzo[d]imidazol-1,2-diamine